2-(8,9-dimethoxy-2,3-dihydroimidazo[1,2-c]quinazolin-5-yl)-1-pyridin-3-yl-vinyl alcohol COC=1C(=CC=2C=3N(C(=NC2C1)C=C(C=1C=NC=CC1)O)CCN3)OC